C(C)N1[C@@H](CCC1)CNC(C1=C(C=C(C(=C1)S(=O)(=O)CC)N)OC)=O (S)-(-)-N-(1-ethyl-2-pyrrolidinylmethyl)-2-methoxy-4-amino-5-ethylsulphonylbenzamide